(3s,8ar)-3-(4-hydroxybenzyl)hexahydropyrrolo[1,2-a]pyrazine-1,4-dione OC1=CC=C(C[C@@H]2NC([C@@H]3N(C2=O)CCC3)=O)C=C1